C(\C=C\C(=O)O)(=O)O.C(\C=C\C(=O)O)(=O)O.ClC=1C=C(CN2C[C@H](CC2)CN)C=CC1OCC (R)-(1-(3-chloro-4-ethoxybenzyl)pyrrolidin-3-yl)methanamine difumarate